2-amino-5-cyano-3-methylbenzoic acid NC1=C(C(=O)O)C=C(C=C1C)C#N